N-[4-(3-chloro-4-cyano-phenoxy)cyclohexyl]-6-[4-[2-[4-[4-ethylsulfonyl-2-(2-methyl-1-oxo-4-isoquinolyl)phenoxy]-2-fluoro-phenyl]ethyl]-1-piperidyl]pyridazine-3-carboxamide ClC=1C=C(OC2CCC(CC2)NC(=O)C=2N=NC(=CC2)N2CCC(CC2)CCC2=C(C=C(C=C2)OC2=C(C=C(C=C2)S(=O)(=O)CC)C2=CN(C(C3=CC=CC=C23)=O)C)F)C=CC1C#N